CN1N=CC(=C1C1=NC=C(C(=N1)N1CCC(CC1)C(=O)N(C([2H])([2H])C1=C(C(=CC(=C1)F)F)F)C([2H])([2H])[2H])F)C 1-(2-(1,4-dimethyl-1H-pyrazol-5-yl)-5-fluoropyrimidin-4-yl)-N-(methyl-d3)-N-((2,3,5-trifluorophenyl)methyl-d2)piperidine-4-carboxamide